O[C@@H]1CC[C@@]2(C3C[C@@H]([C@@]4(C(CCC4C3CCC2C1)[C@@H](CCC(=O)ON1C(CCC1=O)=O)C)C)O)C 2,5-Dioxopyrrolidin-1-yl (4R)-4-((3R,10S,12S,13R)-3,12-dihydroxy-10,13-dimethylhexadecahydro-1H-cyclopenta[a]phenanthren-17-yl)pentanoate